BrC1=C2C=CNC2=CC(=C1OC=1C=CC(=C(C1)C=1NC(=CN1)C(C)(CCCO)C=1C=C(C=CC1)CCC(=O)OCC)F)F Ethyl 3-(3-(2-(2-(5-((4-bromo-6-fluoro-1H-indol-5-yl)oxy)-2-fluorophenyl)-1H-imidazol-5-yl)-5-hydroxypentan-2-yl)phenyl)propanoate